3,3-difluorobutyl benzoate C(C1=CC=CC=C1)(=O)OCCC(C)(F)F